5-chloro-4-(cyclopentylmethoxy)-2-fluoro-N-((1-(5-fluoro-2-methoxyphenyl)isoquinolin-6-yl)sulfonyl)benzamide ClC=1C(=CC(=C(C(=O)NS(=O)(=O)C=2C=C3C=CN=C(C3=CC2)C2=C(C=CC(=C2)F)OC)C1)F)OCC1CCCC1